(E)-3-(2-(6,7-dihydroquinolin-8(5H)-ylidene)hydrazino)-6-chloro-5H-[1,2,4]triazino[5,6-b]indole N1=CC=CC=2CCC/C(/C12)=N\NC=1N=NC2=C(NC=3C(=CC=CC23)Cl)N1